C1(=CC=CC=C1)C1N(OCC1)C1=NC=NC=C1C(F)(F)F 4-(3-phenylisoxazolidin-2-yl)-5-(trifluoromethyl)pyrimidine